bromo-N-(2-Hydroxy-1,1-dimethyl-ethyl)-5-nitro-benzenesulfonamide BrC1=C(C=C(C=C1)[N+](=O)[O-])S(=O)(=O)NC(CO)(C)C